C(CCCCC)N1C(C=NC2=CC=CC=C12)=O N-hexylquinoxalin-2(1H)-one